N-(2-(6-(2,6-dichloro-3,5-dimethoxyphenyl)-4,5,6,7-tetrahydro-1H-indazol-3-yl)-4-methylphenyl)acrylamide ClC1=C(C(=C(C=C1OC)OC)Cl)C1CCC=2C(=NNC2C1)C1=C(C=CC(=C1)C)NC(C=C)=O